butylperoxyisopropyl monocarbonate C(OC(C)(C)OOCCCC)([O-])=O